1-(((R)-1-(3-Amino-5-(trifluoromethyl)phenyl)ethyl)amino)-7-(3-(dimethylamino)pyrrolidin-1-yl)Pyrido[3,4-d]pyridazin-4(3H)-one NC=1C=C(C=C(C1)C(F)(F)F)[C@@H](C)NC=1C2=C(C(NN1)=O)C=NC(=C2)N2CC(CC2)N(C)C